FC(C1=NC=CC=C1SC=1N=C2C(=NC1)NC(=N2)N2CCC1(CC2)[C@H](C2=CC=CC=C2C1)N)(F)F (R)-1'-(5-((2-(trifluoromethyl)pyridin-3-yl)thio)-1H-imidazo[4,5-b]pyrazin-2-yl)-1,3-dihydrospiro[indene-2,4'-piperidin]-1-amine